ClC1=CC=C(C=N1)CN1C(=NC=2C1=NC=CC2)C=2C(=NON2)N 4-[3-[(6-chloropyridin-3-yl)methyl]imidazo[4,5-b]pyridin-2-yl]-1,2,5-oxadiazol-3-amine